N-[4-[[4-[3-(2,6-dioxo-3-piperidyl)-1-methyl-indazol-6-yl]piperazin-1-yl]methyl]cyclohexyl]-3-fluoro-4-[4-(4-oxo-1,5,6,7-tetrahydropyrrolo[3,2-c]pyridin-2-yl)-2-pyridyl]benzamide O=C1NC(CCC1C1=NN(C2=CC(=CC=C12)N1CCN(CC1)CC1CCC(CC1)NC(C1=CC(=C(C=C1)C1=NC=CC(=C1)C1=CC=2C(NCCC2N1)=O)F)=O)C)=O